C(C1=CC=CC=C1)OC1=C(C(=O)O)C=C(C(=C1)C(=O)OCC1=CC=CC=C1)OCC1=CC=CC=C1 2,5-bis(benzyloxy)-4-(benzyloxycarbonyl)benzoic acid